[(3R,9aS)-3-(3-Chloro-4-fluorophenyl)-3,4,6,7,9,9a-hexahydro-1H-pyrazino[2,1-c][1,4]oxazin-8-yl]-(2-chloro-3-phenylphenyl)methanon ClC=1C=C(C=CC1F)[C@@H]1CN2[C@H](CO1)CN(CC2)C(=O)C2=C(C(=CC=C2)C2=CC=CC=C2)Cl